1-hexyloctyl ether C(CCCCC)C(CCCCCCC)OC(CCCCCCC)CCCCCC